C(CCCCC)C1(C=C(C(=O)OCC(C)C)C(=O)OCC(C)C)CC=CC=C1 diisobutyl (1-n-hexylbenzylidene)malonate